OCCNCCOCCOCCNCCOCC 1,7,10,16-tetraoxa-4,13-diaza-octadecane